ClC=1C=C2N(C(N1)=O)C[C@H]1N2CCCC1 (S)-3-chloro-6,7,8,9,9a,10-hexahydro-1H-pyrido[1',2':3,4]imidazo[1,2-c]pyrimidin-1-one